C(#N)C=1C=C(C=CC1F)NC(C1=C(N=C(C=C1)C)N1CCC(CCC1)(F)F)=O N-(3-cyano-4-fluorophenyl)-2-(4,4-difluoroazepan-1-yl)-6-methylnicotinamide